C1(CCCCC1)[C@@H](C(=O)N1CCN(CC1)C(=O)C=1N(C2=CC(=C(C=C2C1OCCOCCO)F)F)C)NC(=O)[C@H](C)N(C(OC(C)(C)C)=O)C tert-Butyl ((S)-1-((S)-1-cyclohexyl-2-(4-(5,6-difluoro-3-(2-(2-hydroxyethoxy)ethoxy)-1-methyl-1H-indole-2-carbonyl)piperazin-1-yl)-2-oxoethylcarbamoyl)ethyl)methylcarbamate